O1N=CC=2C1=NC=CC2 isoxazolo[5,4-b]pyridin